C(C1=CC=CC=C1)OC=1C=2N(C(=CC1)CO)N=CN2 (8-(benzyloxy)-[1,2,4]triazolo[1,5-a]pyridin-5-yl)methanol